Ethyl-(R,E)-3-oxo-2-styryl-2,3-dihydro-1H-benzol C(C)[C@H]1C(C(CC=C1)=O)\C=C\C1=CC=CC=C1